C(C)C1=C(C=CC=C1)C1=CSC2=C1N=C(N=C2)NC2=CC=C(C=C2)N2CCOCC2 7-(2-ethylphenyl)-N-(4-morpholinophenyl)thieno[3,2-d]pyrimidin-2-amine